FC1(CCC(CC1)N(C(OC(C)(C)C)=O)C1=NC(=NC(=C1)OCC1=NN(C=N1)C)SC)F tert-butyl (4,4-difluorocyclohexyl)(6-((1-methyl-1H-1,2,4-triazol-3-yl)methoxy)-2-(methylthio)pyrimidin-4-yl)carbamate